N-([1,1'-biphenyl]-4-yl)-N-(4-(phenanthren-9-yl)phenyl)-9,9-diphenyl-9H-fluoren-2-amine C1(=CC=C(C=C1)N(C1=CC=2C(C3=CC=CC=C3C2C=C1)(C1=CC=CC=C1)C1=CC=CC=C1)C1=CC=C(C=C1)C=1C2=CC=CC=C2C=2C=CC=CC2C1)C1=CC=CC=C1